N-(2-((6-(2,6-dichloro-3,5-dimethoxyphenyl)pyrido[3,4-d]pyrimidin-2-yl)amino)-3-methylphenyl)acrylamide ClC1=C(C(=C(C=C1OC)OC)Cl)C1=CC2=C(N=C(N=C2)NC2=C(C=CC=C2C)NC(C=C)=O)C=N1